copper (I) bis(triphenylphosphine) borohydride [BH4-].C1(=CC=CC=C1)P(C1=CC=CC=C1)C1=CC=CC=C1.C1(=CC=CC=C1)P(C1=CC=CC=C1)C1=CC=CC=C1.[Cu+]